C(C)(=O)C1=C(C=C(C=C1)Cl)C1=CC(N(C=C1OC)C(C(=O)NC1=CC=C(C(=O)O)C=C1)CC1=CC=NO1)=O 4-(2-(4-(2-acetyl-5-chlorophenyl)-5-methoxy-2-oxopyridin-1(2H)-yl)-3-(isoxazol-5-yl)propionylamino)benzoic acid